tert-butyl (6R,7S)-6-methyl-7-(4-pyridyloxy)-2-azaspiro[3.5]nonane-2-carboxylate C[C@@H]1CC2(CN(C2)C(=O)OC(C)(C)C)CC[C@@H]1OC1=CC=NC=C1